O1CCC(CC1)C1=CC(=NC=C1)N 4-(tetrahydro-2H-pyran-4-yl)pyridin-2-amine